2-((S)-1-(5-fluoro-4-methoxypyridin-2-yl)ethyl)-5-(((S)-3-fluoropyrrolidin-1-yl)methyl)-7-((2-(methylamino)-1H-imidazol-1-yl)methyl)-3,4-dihydroisoquinolin-1(2H)-one FC=1C(=CC(=NC1)[C@H](C)N1C(C2=CC(=CC(=C2CC1)CN1C[C@H](CC1)F)CN1C(=NC=C1)NC)=O)OC